CN1N=C(C(=C1)C(=O)Cl)C(F)F 1-methyl-3-(difluoromethyl)-1H-pyrazole-4-carbonyl chloride